CN1CCC(CC1)N1CC2=C(CN=C1)C=CC=C2 4-(1-methylpiperidin-4-yl)-1,5-dihydro-2,4-benzodiazepine